1-(1H-indol-6-yl)-3-((4-phenyl-3,4-dihydro-2H-benzo[b][1,4]oxazin-6-yl)methyl)urea N1C=CC2=CC=C(C=C12)NC(=O)NCC1=CC2=C(OCCN2C2=CC=CC=C2)C=C1